C([C@@H]1[C@H]([C@@H]([C@H]([C@H](O1)OC[C@@H]2[C@H]([C@@H]([C@H]([C@H](O2)O)O)O)O)O)O)O)O alpha-isomaltose